ClC1=NC=CC(=C1)NC1=NC=CC(=C1)OC1=C(N=C(S1)C)C1=CC=CC=C1 N-(2-chloropyridin-4-yl)-4-((2-methyl-4-phenylthiazol-5-yl)oxy)pyridin-2-amine